N1(CC=CC=C1)C1=NC=CC=N1 2-(pyridin-1-yl)pyrimidine